CN(C/C=C/C(=O)N[C@@H]1C([C@H](C1(C)C)OC1=C2C=NNC2=CC(=C1)C1=CC=C(C=C1)O)(C)C)C trans-(2E)-4-(dimethylamino)-N-[3-[(6-(4-hydroxyphenyl)-1H-indazol-4-yl)oxy]-2,2,4,4-tetramethylcyclobutyl]but-2-enamide